C(C)(C)C=1N=C(SC1C=1CCN(CC1)C)NC1=C(C(=O)O)C=C(C=N1)C1=CC=CC=C1 2-(4-isopropyl-5-(1-methyl-1,2,3,6-tetrahydropyridin-4-yl)thiazol-2-ylamino)-5-phenylnicotinic acid